NCC1=NC=CC(=C1)C1=CC(=CC=2C=C(OC21)C)[C@@H]2CN(C1=C(O2)C(=CC=C1)CC(=O)O)C |r| (±)-2-(2-(7-(2-(Aminomethyl)pyridin-4-yl)-2-methylbenzofuran-5-yl)-4-methyl-3,4-dihydro-2H-benzo[b][1,4]oxazin-8-yl)acetic acid